COC(=O)C1=CC(=CC(=C1)OC(=O)OC(C)(C)C)C(=O)OC 5-tert-Butoxycarbonyloxybenzene-1,3-dicarboxylic acid dimethyl ester